O1S(CC2=C1C=CC=C2)(=O)=O 3H-1,2-benzoxathiole 2,2-dioxide